tert-Butyl 4-(2-((((1R,4R)-4-(3-(difluoromethyl)-4-(5-morpholinopyrazolo[1,5-a]pyrimidine-3-carboxamido)-1H-pyrazol-1-yl)cyclohexyl)methyl)(methyl)amino)ethyl)piperidine-1-carboxylate FC(C1=NN(C=C1NC(=O)C=1C=NN2C1N=C(C=C2)N2CCOCC2)C2CCC(CC2)CN(CCC2CCN(CC2)C(=O)OC(C)(C)C)C)F